3-(3,5-di-tert-butyl-2-(3,5-di-tert-butyl-4-hydroxybenzoyl)-4-hydroxyphenyl)propionic acid methyl ester COC(CCC1=C(C(=C(C(=C1)C(C)(C)C)O)C(C)(C)C)C(C1=CC(=C(C(=C1)C(C)(C)C)O)C(C)(C)C)=O)=O